10a-trans-6a,7,8,10a-tetrahydro-6,6,9-trimethyl-3-pentyl-6H-dibenzo[b,d]pyran-1-ol CC1(C2C(C3=C(O1)C=C(C=C3O)CCCCC)C=C(CC2)C)C